1-[(3-ethoxyphenyl)carbonyl]piperidin C(C)OC=1C=C(C=CC1)C(=O)N1CCCCC1